NC1=NC2=CC(=CC=C2C(=N1)NC[C@@H](C)O)Br (R)-1-((2-amino-7-bromoquinazolin-4-yl)amino)-2-propanol